2-(3-(2-methoxyphenyl)-1-methylureido)-5-oxo-5H-thieno[3,2-b]pyran-6-carboxylic acid COC1=C(C=CC=C1)NC(N(C)C1=CC=2OC(C(=CC2S1)C(=O)O)=O)=O